COC(=O)C1=C(C=2N(N=C1)C(=CN2)Br)OCC 3-bromo-8-ethoxyimidazo[1,2-b]Pyridazine-7-carboxylic acid methyl ester